5-(2-prop-2-ynyloxy-ethoxy)-benzimidazole C(C#C)OCCOC1=CC2=C(N=CN2)C=C1